2-ETHYLSULFONYLPHENYLBORONIC ACID C(C)S(=O)(=O)C1=C(C=CC=C1)B(O)O